2-(6-{5-chloro-2-[(oxan-4-yl)amino]pyrimidin-4-yl}-1-oxo-2,3-dihydro-1H-isoindol-2-yl)-N-{1-[3-(1H-1,2,4-triazol-1-yl)phenyl]ethyl}acetamide ClC=1C(=NC(=NC1)NC1CCOCC1)C1=CC=C2CN(C(C2=C1)=O)CC(=O)NC(C)C1=CC(=CC=C1)N1N=CN=C1